2-Fluoro-5-(5-(4-hydroxy-2-methylphenyl)-1H-indazol-1-yl)phenol FC1=C(C=C(C=C1)N1N=CC2=CC(=CC=C12)C1=C(C=C(C=C1)O)C)O